FC(C=1C=C(C=CC1)NC1=NC(=NC(=N1)N1CCOCC1)OC1=CC=C(C=C1)Br)(F)F N-(3-(trifluoromethyl)phenyl)-4-morpholinyl-6-(4-bromophenoxy)-[1,3,5]triazin-2-amine